ClN(CC(=O)NC=1C=NC(=CC1)F)C 2-[chloro(methyl)amino]-N-(6-fluoropyridin-3-yl)acetamide